BrC1=CC(=CC=2C3=CC(=CC(=C3N(C12)CCP(O)(O)=O)Br)Br)Br [2-(1,3,6,8-Tetrabromo-9H-carbazol-9-yl)ethyl]phosphonic acid